BrCC1=C(C=C(C(=C1)F)F)F 1-bromomethyl-2,4,5-trifluorobenzene